7BETA-METHYLANDROST-4-ENE-3,17-DIONE C[C@@H]1[C@H]2[C@@H]3CCC([C@@]3(C)CC[C@@H]2[C@]2(CCC(C=C2C1)=O)C)=O